N(=N\C=1SC2=C(N1)C=CC=C2)/C=2SC1=C(N2)C=CC=C1 (E)-2,2'-azobenzothiazole